C[C@H]1N(CCOC1)C=1N=C2N(C(C1)=O)CC[C@H](N2CC2COC2)C(F)(F)F (S)-2-((R)-3-Methyl-morpholin-4-yl)-9-oxetan-3-ylmethyl-8-trifluoromethyl-6,7,8,9-tetrahydro-pyrimido[1,2-a]-pyrimidin-4-one